OC=1C(=C(C(=CC1)C)C1=C2C(=NC(=C1)C(=O)N)N(C=C2)C)C 4-(3-hydroxy-2,6-dimethylphenyl)-1-methyl-pyrrolo[2,3-b]pyridine-6-carboxamide